N[13C]1=[13CH][13CH]=[13CH][13CH]=[13CH]1 [13C6]-aniline